Cl.Cl.NCC(CNCC=1C=CC(=C(C(=O)NC2=CC=C(C=C2)S(=O)(=O)N2CCC(CC2)C2CCC2)C1)N(S(=O)(=O)C)C)O 5-(((3-Amino-2-hydroxypropyl)amino)methyl)-N-(4-((4-cyclobutylpiperidin-1-yl)sulfonyl)phenyl)-2-(N-methylmethylsulfonamido)benzamide dihydrochloride